{1-piperidin-4-yl-3-[4-(7-{[2-(trimethylsilyl)ethoxy]methyl}-7H-pyrrolo[2,3-d]pyrimidin-4-yl)-1H-pyrazol-1-yl]azetidin-3-yl}acetonitrile N1CCC(CC1)N1CC(C1)(N1N=CC(=C1)C=1C2=C(N=CN1)N(C=C2)COCC[Si](C)(C)C)CC#N